(7S)-2-Benzyl-7-methyl-3-(2-{2-oxa-7-azaspiro[3.5]nonan-7-yl}ethyl)-3H,6H,7H,8H,9H-imidazo[4,5-f]chinolin C(C1=CC=CC=C1)C=1N(C=2C(=C3CC[C@@H](NC3=CC2)C)N1)CCN1CCC2(COC2)CC1